5-chloro-4-(cyclopentylmethoxy)-N-((4-((3,5-dimethoxybenzyl)oxy)phenyl)sulfonyl)-2-fluorobenzamide ClC=1C(=CC(=C(C(=O)NS(=O)(=O)C2=CC=C(C=C2)OCC2=CC(=CC(=C2)OC)OC)C1)F)OCC1CCCC1